4-(3-(4-(cyclopropylcarbonyl)-trans-2,5-dimethylpiperazine-1-carbonyl)-4-fluorobenzyl)phthalazin-1(2H)-one C1(CC1)C(=O)N1C[C@@H](N(C[C@H]1C)C(=O)C=1C=C(CC2=NNC(C3=CC=CC=C23)=O)C=CC1F)C